N1=CN=CC(=C1)C1=CN=C2N1N=C(C=C2)C=2C=C(C=CC2)NC(C)=O N-(3-(3-(Pyrimidin-5-yl)imidazo[1,2-b]pyridazin-6-yl)phenyl)acetamide